6-(2,3-difluorophenyl)-2-(2-fluoropyridin-4-yloxymethyl)imidazo[1,2-a]pyrimidine FC1=C(C=CC=C1F)C=1C=NC=2N(C1)C=C(N2)COC2=CC(=NC=C2)F